CN1C=NC(=C1C2=C(C=C(C=C2)F)OCC3CC3)C4=NC=CC(=C4)C5C(NNN5)F 2-[5-[2-(cyclopropylmethoxy)-4-fluorophenyl]-1-methylimidazol-4-yl]-4-(5-fluoro-1H-triazol-4-yl)pyridine